S(C#N)NC(CC)=S thiopropionic acid, thiocyanoamide